C12CN(CC(CC1)O2)C2=CC(=CN=N2)N2[C@H](COCC2)C 6-(8-oxa-3-azabicyclo[3.2.1]oct-3-yl)-4-((S)-3-methylmorpholino)pyridazine